OB1N(N=CC2=C1C=CC=C2)C(=O)C2=NC1=C(N2C)C=CC=C1 (1-hydroxybenzo[d][1,2,3]diazaborinin-2(1H)-yl)(1-methyl-1H-benzo[d]imidazole-2-yl)methanone